2-(8-((1R,3s,5S)-9-azabicyclo[3.3.1]nonan-3-yl)-6H-pyrano[3,2-c]pyridazin-3-yl)-5-(1-methyl-1H-pyrazol-4-yl)phenol [C@H]12CC(C[C@H](CCC1)N2)C2=CCOC1=C2N=NC(=C1)C1=C(C=C(C=C1)C=1C=NN(C1)C)O